2-amino-N-((5-cyano-6-methyl-2-pyridinyl)methyl)-3-iodo-N-((1R)-1-(2-pyrimidinyl)ethyl)-6-quinolinecarboxamide NC1=NC2=CC=C(C=C2C=C1I)C(=O)N([C@H](C)C1=NC=CC=N1)CC1=NC(=C(C=C1)C#N)C